ClC1=C(C(=CC=C1Cl)O)[C@H]1CC(N(C1)CCCCO)=S |r| rac-4-(2,3-dichloro-6-hydroxyphenyl)-1-(4-hydroxybutyl)pyrrolidine-2-thione